O=C1C=C(N=C(N1)C=1C=C(CC2N(CCC(C2)C(=O)N)C2=NC=C(C=C2)C(F)(F)F)C=CC1C(F)(F)F)C(F)(F)F {3-[6-oxo-4-(trifluoromethyl)-1,6-dihydropyrimidin-2-yl]-4-(trifluoromethyl)benzyl}-1-[5-(trifluoromethyl)pyridin-2-yl]piperidine-4-carboxamide